N[C@H](C1CCN(CC1)C(=O)C=1C=C2CNC(C2=CC1)=O)C1=C(C=C(C(=C1)Cl)C)O 5-[4-[(R)-amino(5-chloro-2-hydroxy-4-methylphenyl)methyl]piperidine-1-carbonyl]-2,3-dihydroisoindol-1-one